1-bromo-3-trifluoromethylpropane BrCCCC(F)(F)F